N[C@@H](C(=O)OC)CCNC(=O)OC(C)(C)C methyl (2R)-2-amino-4-(tert-butoxycarbonylamino)butanoate